Phthalic dibutyl ester C(CCC)OC(C=1C(C(=O)OCCCC)=CC=CC1)=O